BrC=1C=C(C=CC1)C(C(=O)OC)(CCCC(C=C)(C)C)C methyl 2-(3-bromophenyl)-2,6,6-trimethyloct-7-enoate